C1(CC1)C=1C=CC(=NC1F)C(NC(=O)C1N(CC(C1)F)C(CC1=C(C=NN1C)C(F)F)=O)C1=CC=CC=C1 N-[(5-cyclopropyl-6-fluoropyridin-2-yl)(phenyl)methyl]-1-{2-[4-(difluoromethyl)-1-methyl-1H-pyrazol-5-yl]acetyl}-4-fluoropyrrolidine-2-carboxamide